C1(CC1)NC(C1=C(C=C(C=C1OC)C1=CN=C2N1C=CC(=C2)C(C(C)O)(C)C)OC(F)F)=O N-cyclopropyl-2-(difluoromethoxy)-4-[7-(2-hydroxy-1,1-dimethylpropyl)imidazo[1,2-a]pyridin-3-yl]-6-methoxybenzamide